(4-prop-1-en-2-yl-1-cyclohexenyl)methanol C=C(C)C1CC=C(CC1)CO